(1R,9S)-1-amino-9-(cyclopropylmethyl)-5-fluoro-9-hydroxy-4-methyl-1,2,3,9,12,15-hexahydro-10H,13H-benzo[de]pyrano[3',4':6,7]indolizino[1,2-b]quinoline-10,13-dione N[C@@H]1CCC=2C=3C1=C1C(=NC3C=C(C2C)F)C2=CC3=C(C(N2C1)=O)COC([C@]3(O)CC3CC3)=O